C(C)(C)(C)OC(=O)N(C1=NC(=NN2C1=CC=C2)Cl)C2CCCC2 4-((tert-butoxycarbonyl)(cyclopentyl)amino)-2-chloropyrrolo[2,1-f][1,2,4]triazin